3-(3,5-dimethyl-1-adamantyl)amino-2-methylpropane-1-sulfonic acid CC12CC3(CC(CC(C1)(C3)C)C2)NCC(CS(=O)(=O)O)C